FC1=C(C=C2CN(C(C2=C1)=O)C1C(NC(CC1)=O)=O)N1CCN(CC1)CC1CCN(CC1)C1=C(C=C(C=C1)C1C(COC2=CC(=CC=C12)O)C1=CC(=C(C=C1)F)C)F 3-(6-fluoro-5-(4-((1-(2-fluoro-4-(3-(4-fluoro-3-methylphenyl)-7-hydroxychroman-4-yl)phenyl)piperidin-4-yl)methyl)piperazin-1-yl)-1-oxoisoindolin-2-yl)piperidine-2,6-dione